COCCOCCOCCOCCOCCOCCOCCOCCOCCOCCOCCOCCOCCOCCOCCOCCN 2-[2-[2-[2-[2-[2-[2-[2-[2-[2-[2-[2-[2-[2-[2-(2-methoxyethoxy)ethoxy]ethoxy]ethoxy]ethoxy]ethoxy]ethoxy]ethoxy]ethoxy]ethoxy]ethoxy]ethoxy]ethoxy]ethoxy]ethoxy]ethanamine